tert-butyl 3-(4-((6-(tert-butoxy)-6-oxohexyl) amino)-1-oxoisoindolin-2-yl)-2,6-dioxopiperidine-1-carboxylate C(C)(C)(C)OC(CCCCCNC1=C2CN(C(C2=CC=C1)=O)C1C(N(C(CC1)=O)C(=O)OC(C)(C)C)=O)=O